ethyl (2E)-3-[7-([[(2R,3S)-3-[(tert-butoxycarbonyl) amino]-5-carbamoyl pentan-2-yl]oxy]methyl) naphthalen-2-yl]prop-2-enoate C(C)(C)(C)OC(=O)N[C@H]([C@@H](C)OCC1=CC=C2C=CC(=CC2=C1)/C=C/C(=O)OCC)CCC(N)=O